CC=1C=C(C#N)C=C(C1)C1=NC=NC(=C1)N1N=C(C(=C1[2H])[2H])[2H] 3-methyl-5-{6-[(2H3)-1H-pyrazol-1-yl]pyrimidin-4-yl}benzonitrile